FC(C(=O)O)(F)F.COC=1C=C2C(=NC(=NC2=CC1OC)N1CCCC1)N[C@@H]1CNCCC1 (S)-6,7-Dimethoxy-N-(piperidin-3-yl)-2-(pyrrolidin-1-yl)quinazolin-4-amine trifluoroacetic acid salt